3-{4-[8-amino-3-methyl-5-(piperazin-1-ylmethyl)imidazo[1,5-a]pyrazin-1-yl]naphthalen-1-yl}-1-(3-methylphenyl)urea NC=1C=2N(C(=CN1)CN1CCNCC1)C(=NC2C2=CC=C(C1=CC=CC=C21)NC(NC2=CC(=CC=C2)C)=O)C